3-bromo-5-isopropoxypyridin BrC=1C=NC=C(C1)OC(C)C